3,5-dichloro-2-cyanopyridine ClC=1C(=NC=C(C1)Cl)C#N